methyl (2S)-5-{4-[2-(2-ethoxyethoxy)ethoxy]phenyl}-2-(1,4,7,10-tetraazacyclododecan-1-yl)pentanoate C(C)OCCOCCOC1=CC=C(C=C1)CCC[C@@H](C(=O)OC)N1CCNCCNCCNCC1